The molecule is an oligosaccharide that is a branched dodecasaccharide comprising six D-arabinofuranose and six mannopyranose units, in an assembly consisting of two arabinose residues linked alpha(1->5), with alpha-mannosyl-(1->2)-alpha-mannosyl-(1->2)-alpha-mannosyl-(1->5)-alpha-arabinosyl-(1->2)-alpha-arabinosyl pentasaccharide units linked to the 3- and 5-positions of the residue distal from the reducing-end residue. C([C@@H]1[C@H]([C@@H]([C@@H]([C@H](O1)O[C@H]2[C@H]([C@@H]([C@H](O[C@@H]2O[C@H]3[C@H]([C@@H]([C@H](O[C@@H]3OC[C@@H]4[C@H]([C@@H]([C@@H](O4)O[C@H]5[C@@H]([C@H](O[C@@H]5OC[C@@H]6[C@H]([C@@H]([C@H](O6)OC[C@@H]7[C@H]([C@@H]([C@H](O7)O)O)O)O)O[C@@H]8[C@H]([C@@H]([C@H](O8)CO)O)O[C@H]9[C@H]([C@@H]([C@H](O9)CO[C@@H]1[C@H]([C@H]([C@@H]([C@H](O1)CO)O)O)O[C@@H]1[C@H]([C@H]([C@@H]([C@H](O1)CO)O)O)O[C@@H]1[C@H]([C@H]([C@@H]([C@H](O1)CO)O)O)O)O)O)CO)O)O)O)CO)O)O)CO)O)O)O)O)O)O